COC(=O)C1CC(C1)(O)C1=CC(=CC=C1)Br 3-(3-bromophenyl)-3-hydroxycyclobutane-1-carboxylic acid methyl ester